C1(CC1)N1N=CC(=C1)[C@@H]1OCC[C@@H](C1)C1=NC(=C2N(C=NC2=N1)C)C1=C(C=C(C=C1)F)F ((2R,4S)-2-(1-cyclopropyl-1H-pyrazol-4-yl)tetrahydro-2H-pyran-4-yl)-6-(2,4-difluorophenyl)-7-methyl-7H-purine